(3R,4R)-1-(1-((4,5-Dimethyloxazol-2-yl)methyl)-5,6-difluoro-1H-benzo[d]imidazol-2-yl)-4-fluoropiperidin-3-amin CC=1N=C(OC1C)CN1C(=NC2=C1C=C(C(=C2)F)F)N2C[C@H]([C@@H](CC2)F)N